FC1=C(C=CC(=C1)F)C1=C(C=C2CNC(C2=C1)=O)C1=CC(=CC=C1)C1=CN=NN1C 6-(2,4-difluorophenyl)-5-(3-(1-methyl-1H-1,2,3-triazol-5-yl)phenyl)isoindolin-1-one